C1(CC1)C=1C=C(C=CC1NC1=NC=C(C(=N1)[Sn](C)(C)C)C(F)(F)F)N1C[C@H](N(CC1)C(=O)OC(C)(C)C)C tert-butyl (R)-4-(3-cyclopropyl-4-((5-(trifluoromethyl)-4-(trimethylstannyl)pyrimidin-2-yl)amino)phenyl)-2-methylpiperazine-1-carboxylate